tert-butyl-(2R,3S)-2-(((tert-butyldimethylsilyl)oxy)methyl)-3-(((trifluoromethyl)sulfonyl)oxy)azetidine C(C)(C)(C)N1[C@@H]([C@H](C1)OS(=O)(=O)C(F)(F)F)CO[Si](C)(C)C(C)(C)C